FC(C=1C=NN(C1C1=CCC12CCNCC2)C2=C(C=CC=C2)C(F)(F)F)F (4-(difluoromethyl)-1-(2-(trifluoromethyl)phenyl)-1H-pyrazol-5-yl)-7-azaspiro[3.5]non-1-ene